COC1=CC=C(CN(S(=O)(=O)[C@@H](C)CCC=C)CC2=CC=C(C=C2)OC)C=C1 (S)-N,N-BIS(4-METHOXYBENZYL)HEX-5-ENE-2-SULFONAMIDE